1-[7-(2-methylbenzoyl)-9,9-dibutylfluoren-2-yl]-3-cycloHexylpropane-1,2-dione CC1=C(C(=O)C2=CC=C3C=4C=CC(=CC4C(C3=C2)(CCCC)CCCC)C(C(CC2CCCCC2)=O)=O)C=CC=C1